(R,E)-N-(4-((5-(furan-2-yl)-2-methoxyphenyl)amino)-7-methoxy-quinazolin-6-yl)-3-(1-methyl-pyrrolidin-2-yl)acrylamide O1C(=CC=C1)C=1C=CC(=C(C1)NC1=NC=NC2=CC(=C(C=C12)NC(\C=C\[C@@H]1N(CCC1)C)=O)OC)OC